(3R)-1-(3-chloro-2-piperazin-1-yl-6-quinolyl)pyrrolidin-3-amine ClC=1C(=NC2=CC=C(C=C2C1)N1C[C@@H](CC1)N)N1CCNCC1